C(CCC)N1C=C(C2=CC(=CC=C12)C1=CC(=NO1)C(=O)O)C#N 5-(N-butyl-3-cyanoindol-5-yl)isoxazole-3-carboxylic acid